N2-isopropyl-N4-(4-(trifluoromethyl)benzyl)quinazoline-2,4-diamine C(C)(C)NC1=NC2=CC=CC=C2C(=N1)NCC1=CC=C(C=C1)C(F)(F)F